di(heptadecyl)naphthalene C(CCCCCCCCCCCCCCCC)C1=C(C2=CC=CC=C2C=C1)CCCCCCCCCCCCCCCCC